CC=1C=C(C=CC1O)C(C)(C)C1=CC(=C(C=C1)O)C 2,2-Bis(3-methyl-4-hydroxy-phenyl)propan